O1CC(C1)OC=1C=CC(=NC1)CO (5-(oxetan-3-yloxy)pyridin-2-yl)methanol